5-(2,3-dichloropyridin-4-yl)-6-methyl-2-(1-oxo-1,3-dihydrospiro[indene-2,4'-piperidine]-1'-yl)pyrimidine-4-carbonitrile ClC1=NC=CC(=C1Cl)C=1C(=NC(=NC1C)N1CCC2(CC1)C(C1=CC=CC=C1C2)=O)C#N